3-Cyano-6-fluoro-pyridine C(#N)C=1C=NC(=CC1)F